C(CCCC)SC1=NN=C(S1)NC(C1=C(C=CC=C1)C(F)(F)F)=O N-(5-(pentylthio)-1,3,4-thiadiazol-2-yl)-2-(trifluoromethyl)benzamide